tert-butyl N-[(1R,5S)-3-[[4-(trifluoromethyl)phenyl]methyl]-3-azabicyclo[3.1.0]hexan-6-yl]carbamate FC(C1=CC=C(C=C1)CN1C[C@@H]2C([C@@H]2C1)NC(OC(C)(C)C)=O)(F)F